O=C1NC(CCC1N1C(C2=CC=C(C=C2C1)CNC(=O)C1=CC2=C(S1)C=CC=C2OC)=O)=O N-((2-(2,6-dioxopiperidin-3-yl)-1-oxoisoindolin-5-yl)methyl)-4-methoxybenzo[b]thiophene-2-carboxamide